C(N)(=O)C=1C(=NNC1NC1=CC=C(C=N1)OCCCCCC(=O)O)C1=CC(=C(C=C1)NS(=O)(=O)C(F)F)O[C@@H](C)C1=CC=C(C=C1)F 6-{[6-({4-carbamoyl-3-[4-(difluoromethanesulfonamido)-3-[(1S)-1-(4-fluorophenyl)ethoxy]phenyl]-1H-pyrazol-5-yl}amino)pyridin-3-yl]oxy}hexanoic acid